3-(cyclopentylsulfonyl)benzamide C1(CCCC1)S(=O)(=O)C=1C=C(C(=O)N)C=CC1